The molecule is an ultra-long-chain primary fatty alcohol that is triacontane in which one of the terminal methyl hydrogens is replaced by a hydroxy group. It is a fatty alcohol 30:0 and an ultra-long-chain primary fatty alcohol. CCCCCCCCCCCCCCCCCCCCCCCCCCCCCCO